1-(9Z-nonadecenoyl)-2-nonadecanoyl-glycero-3-phosphoserine CCCCCCCCCCCCCCCCCCC(=O)O[C@H](COC(=O)CCCCCCC/C=C\CCCCCCCCC)COP(=O)(O)OC[C@@H](C(=O)O)N